Br\C(\CC1C(C=CC1=O)O)=C/CCCCO (Z)-5-(2-bromo-7-hydroxyhept-2-en-1-yl)-4-hydroxycyclopent-2-enone